C(#N)CCC1=CN=C2N1C=CC=C2 3-cyanoethylimidazo[1,2-a]pyridine